2,2-dimethoxy-1-phenyl-1,2-azasilolidine CO[Si]1(N(CCC1)C1=CC=CC=C1)OC